C(C1=CC=CC=C1)OC(=O)N(C1(CCN(CC1)C(=O)OC(C)(C)C)C)CC(N(C)CC(=O)OCC)=O tert-Butyl 4-{[(benzyloxy)carbonyl]({[(2-ethoxy-2-oxoethyl)(methyl)carbamoyl]methyl})amino}-4-methylpiperidine-1-carboxylate